ethyl β-mercaptopropionate SCCC(=O)OCC